1-(3-(2-Methoxypyrimidin-5-yl)-1,2,4-oxadiazol-5-yl)-N-((1-(4-methylbenzyl)pyrrolidin-3-yl)methyl)piperidine-4-carboxamide COC1=NC=C(C=N1)C1=NOC(=N1)N1CCC(CC1)C(=O)NCC1CN(CC1)CC1=CC=C(C=C1)C